C1(=CC=CC2=CC=CC=C12)C(=O)Cl naphthalene-1-carbonyl chloride